CC1=NC(=CC(=N1)NC1=CC(=C2C(=N1)NN(C2=O)C)NC2=C(C(=CC=C2)F)OC)C 6-((2,6-dimethylpyrimidin-4-yl)amino)-4-((3-fluoro-2-methoxyphenyl)amino)-2-methyl-1,2-dihydro-3H-pyrazolo[3,4-b]pyridin-3-one